Methyl perfluorobutyl ketone FC(C(C(C(F)(F)F)(F)F)(F)F)(F)C(=O)C